C(C1=CC=CC=C1)OC1=C(C=CC=C1F)C1=NC=C(C(=C1)C[C@]1(C[C@H](CC1)NS(=O)(=O)C)C(=O)N)F (1R,3S)-1-((2-(2-(benzyloxy)-3-fluorophenyl)-5-fluoropyridin-4-yl)methyl)-3-(methylsulfonamido)cyclopentane-1-carboxamide